N-(3-fluoro-4-((2-(5-(((2-methoxyethyl)amino)methyl)pyridin-2-yl)thieno[3,2-b]pyridin-7-yl)oxy)phenyl)-N'-(4-fluorophenyl)cyclopropane-1,1-dicarboxamide (S)-2-hydroxysuccinate O[C@H](C(=O)O)CC(=O)O.FC=1C=C(C=CC1OC1=C2C(=NC=C1)C=C(S2)C2=NC=C(C=C2)CNCCOC)NC(=O)C2(CC2)C(=O)NC2=CC=C(C=C2)F